CC(C)(C#C)NC(CC)=O N-(2-methylbut-3-yn-2-yl)propionamide